1-aziridinium propionate C(CC)(=O)[O-].[NH2+]1CC1